BrC1=NN2C(NC(C(C2)C)=O)=N1 2-bromo-6-methyl-6,7-dihydro-[1,2,4]triazolo[1,5-a]pyrimidin-5(4H)-one